N-phenyl-4-(9-phenyl-9H-carbazol-3-yl)-N-(4-(4,4,5,5-tetramethyl-1,3,2-dioxaborolan-2-yl)phenyl)aniline C1(=CC=CC=C1)N(C1=CC=C(C=C1)C=1C=CC=2N(C3=CC=CC=C3C2C1)C1=CC=CC=C1)C1=CC=C(C=C1)B1OC(C(O1)(C)C)(C)C